C(C)(C)NC(COC=1C=C(C=CC1)C1=NC=CC(=N1)NC=1C=C2C=NN(C2=CC1)C(=O)OC(C)(C)C)=O tert-Butyl 5-((2-(3-(2-(isopropylamino)-2-oxoethoxy)phenyl)pyrimidin-4-yl)amino)-1H-indazole-1-carboxylate